6-acetoxy-5-Hexadecanolide C(C)(=O)OC(C1CCCC(=O)O1)CCCCCCCCCC